C(C)NC[C@@H]1OC2=C(C1)C(=C(C(=C2)O)N2CC(N[SH2]2=O)=O)F 5-{(2R)-2-[(ethylamino)methyl]-4-fluoro-6-hydroxy-2,3-dihydro-1-benzofuran-5-yl}-1λ6,2,5-thiadiazolidine-1,3-dione